Methyl (1S,2S,3R,4R)-3-((tert-butoxycarbonyl)amino)bicyclo[2.2.1]hept-5-ene-2-carboxylate C(C)(C)(C)OC(=O)N[C@H]1[C@H]([C@@H]2C=C[C@H]1C2)C(=O)OC